CO[C@H]1C[C@H](C1)NC=1N=CC2=C(N1)NC=C2C=2C=C1N=C(C=NC1=CC2)OC2CCN(CC2)C N-(cis-3-methoxycyclobutyl)-5-(3-((1-methylpiperidin-4-yl)oxy)quinoxalin-6-yl)-7H-pyrrolo[2,3-d]pyrimidin-2-amine